N1=C(C=CC=C1)C=1C=NC(=NC1)OCC=1OC=CN1 2-(((5-(pyridin-2-yl)pyrimidin-2-yl)oxy)methyl)oxazole